(E)-2-((5-(3-(3-bromophenyl)allyl)-6-hydroxy-4-oxo-1,4-dihydropyrimidin-2-yl)thio)-N-(3,4-dimethoxyphenethyl)acetamide BrC=1C=C(C=CC1)/C=C/CC=1C(N=C(NC1O)SCC(=O)NCCC1=CC(=C(C=C1)OC)OC)=O